N-(2-hydroxy-5-(5-oxo-8-phenyl-2,3-dihydrobenzo[f][1,4]oxazepin-4(5H)-yl)phenyl)methanesulfonamide OC1=C(C=C(C=C1)N1CCOC2=C(C1=O)C=CC(=C2)C2=CC=CC=C2)NS(=O)(=O)C